FC1=C(C(=CC(=C1)F)F)N=C=S 1,3,5-trifluoro-2-isothiocyanato-benzene